C(C)C(C(=O)OCCCCOC(C(CC)CC)=O)CC 1,4-butylene glycol di(2-ethylbutyrate)